6-[6-methoxy-5-({[2-methoxy-5-(trifluoromethyl)phenyl]-methyl}carbamoyl)pyridin-3-yl]-N-methyl-1H-indazole-3-carboxamide COC1=C(C=C(C=N1)C1=CC=C2C(=NNC2=C1)C(=O)NC)C(NCC1=C(C=CC(=C1)C(F)(F)F)OC)=O